(S)-3-(4-fluoro-2-hydroxyphenyl)-4-methyl-4,5-dihydro-1H-pyrazole-1-carboximidamide hydrochloride Cl.FC1=CC(=C(C=C1)C1=NN(C[C@@H]1C)C(N)=N)O